ClC1=C(C=C(C=C1)NC(=O)N1C2CC(CC1(C2)C=2OC(=NN2)C)C)[C@@H]2[C@@H](C2)C#N N-(4-chloro-3-((1S,2R)-2-cyanocyclopropyl)phenyl)-3-methyl-1-(5-methyl-1,3,4-oxadiazol-2-yl)-6-azabicyclo[3.1.1]heptane-6-carboxamide